BrC=1C(=C2CCCC2=CC1)NC(C(C)(C)C)=O N-(5-bromo-2,3-dihydro-1H-inden-4-yl)-2,2-dimethylpropanamide